5-chloro-N4-(1-(3,5-difluoro-4-methoxybenzyl)piperidin-4-yl)-3-nitropyridine-2,4-diamine ClC=1C(=C(C(=NC1)N)[N+](=O)[O-])NC1CCN(CC1)CC1=CC(=C(C(=C1)F)OC)F